N-[(4-fluoro-3-methylphenyl)methyl]-6-methyl-4-[(1-methylcyclopropyl)amino]furo[2,3-d]pyrimidine-5-carboxamide FC1=C(C=C(C=C1)CNC(=O)C1=C(OC=2N=CN=C(C21)NC2(CC2)C)C)C